3-methoxybutyl-3-mercaptopropionate COC(CCOC(CCS)=O)C